(R)-3-(1-(6-ethoxy-5-methoxypyridin-2-yl)-2-(methylsulfonyl)ethyl)-7-methyl-6-(pyridin-2-yl)-1H-imidazo[4,5-b]pyridin-2(3H)-one C(C)OC1=C(C=CC(=N1)[C@H](CS(=O)(=O)C)N1C(NC=2C1=NC=C(C2C)C2=NC=CC=C2)=O)OC